2-(4-methoxyphenyl)benzofuran-5-carbaldehyde COC1=CC=C(C=C1)C=1OC2=C(C1)C=C(C=C2)C=O